6-[(7S)-2-{3-[1-(Pyridin-4-yl)-1H-pyrazol-4-yl]-1H-pyrrolo[2,3-b]pyridin-5-yl}-6,7,8,9-tetrahydro-5H-benzo[7]annulen-7-yl]-3-oxa-6-azabicyclo[3.1.1]heptane N1=CC=C(C=C1)N1N=CC(=C1)C1=CNC2=NC=C(C=C21)C=2C=CC1=C(CC[C@H](CC1)N1C3COCC1C3)C2